ClC1=CC(=C(C=C1Cl)NC(=O)N1[C@@H]2CC[C@H]1CC=1C=NC=C(C12)F)F (5R,8S)-N-(4,5-dichloro-2-fluorophenyl)-4-fluoro-6,7,8,9-tetrahydro-5H-5,8-epiminocyclohepta[c]pyridine-10-carboxamide